N-(4-((7-amino-6-methoxyquinolin-4-yl)oxy)-3-fluorophenyl)-5-(4-fluorophenyl)-6-oxo-2,3,5,6-tetrahydrofuro[3,2-c]pyridine-7-carboxamide NC1=C(C=C2C(=CC=NC2=C1)OC1=C(C=C(C=C1)NC(=O)C1=C2C(=CN(C1=O)C1=CC=C(C=C1)F)CCO2)F)OC